CCCC(CCC)NC(=O)C1=CC2=C(OC(O2)C)C=C1 N-(heptan-4-yl)-2-methylbenzo[d][1,3]dioxole-5-carboxamide